propan-2-yl-carboxamide CC(C)C(=O)N